5-bromo-N-[(1R)-1-[3-(1,1-difluoro-2-hydroxy-ethyl)-2-fluoro-phenyl]ethyl]-1-[5-(3-methyltriazol-4-yl)-3-pyridyl]-6-oxo-pyridazine-3-carboxamide BrC1=CC(=NN(C1=O)C=1C=NC=C(C1)C=1N(N=NC1)C)C(=O)N[C@H](C)C1=C(C(=CC=C1)C(CO)(F)F)F